(S)-N-((R)-1-(2-chloro-4-(4,4,5,5-tetramethyl-1,3,2-dioxaborolan-2-yl)phenyl)ethyl)-2-methylpropane-2-sulfinamide ClC1=C(C=CC(=C1)B1OC(C(O1)(C)C)(C)C)[C@@H](C)N[S@@](=O)C(C)(C)C